BrC1=NC(=CC(=C1)C(C)=O)Br 1-(2,6-dibromopyridin-4-yl)ethanone